C(C)(=O)N1CC(CC1)C(=O)O 1-Acetylpyrrolidine-3-carboxylic Acid